NC(CCN)O 1,3-diaminopropanol